NC=1C=2N(C(=CN1)F)C(=NC2C2=C(C=C(C=C2)C(C)(C2=CC(=CC=C2)C(F)(F)F)O)F)[C@H]2CN1C(CC[C@@H]1CC2)=O (6R,8aS)-6-[8-amino-5-fluoro-1-(2-fluoro-4-{1-hydroxy-1-[3-(trifluoromethyl)phenyl]ethyl}phenyl)imidazo[1,5-a]pyrazin-3-yl]hexahydroindolizin-3(2H)-one